N1C=CC=C1.N1C=CC=C1.N1C=CC=C1.N1C=CC=C1.[Fe] iron tetrapyrrole